N1(CCC[C@H]2CCCC[C@H]12)C([C@@H](CN(C)CC1=CC=CC=C1)N(CC1=C(C=C(C=C1)OC)OC)C1CC1)=O (2R)-1-[(4aR,8aS)-3,4,4a,5,6,7,8,8a-Octahydro-2H-quinolin-1-yl]-3-[benzyl(methyl)amino]-2-[cyclopropyl-[(2,4-dimethoxyphenyl)methyl]amino]propan-1-one